tetrabutyl-phosphonium persulfate S(=O)(=O)([O-])OOS(=O)(=O)[O-].C(CCC)[P+](CCCC)(CCCC)CCCC.C(CCC)[P+](CCCC)(CCCC)CCCC